CCCC\C=C/C\C=C/C\C=C/C\C=C/CCCCC (5Z,8Z,11Z,14Z)-Eicosa-5,8,11,14-tetraen